N-(1H-pyrazol-4-ylmethyl)propan-1-amine N1N=CC(=C1)CNCCC